2-(4-(9H-carbazol-9-yl)phenyl)-1,3,4-oxadiazole C1=CC=CC=2C3=CC=CC=C3N(C12)C1=CC=C(C=C1)C=1OC=NN1